CN(C(=O)C(=O)OCC)C1=CC=C(C=C1)C(F)(F)F ethyl [methyl[4-(trifluoromethyl)phenyl]carbamoyl]formate